COC1=CC=C(C=C1)COCCN(C(C)(C#C)C)C N-[2-[(4-methoxyphenyl)methoxy]ethyl]-N,2-dimethyl-but-3-yn-2-amine